C(C1=CC=CC=C1)N[C@H](CCC)C(=O)[O-] benzyl-D-norvalinat